(1E)-2-(ethylcarbamoylamino)-N-methoxy-2-oxoethanimidoyl cyanide C(C)NC(=O)NC(\C(=N\OC)\C#N)=O